5-(2-aminopropyl)uracil NC(CC=1C(NC(NC1)=O)=O)C